((2r,5r)-5-methyl-piperazin-2-yl)-methanolate hydrochloride Cl.C[C@H]1NC[C@@H](NC1)C[O-]